[7-fluoro-3-(methoxymethyloxy)-8-(2-triisopropylsilylethynyl)-1-naphthyl] 2,2-dimethylpropanoate CC(C(=O)OC1=CC(=CC2=CC=C(C(=C12)C#C[Si](C(C)C)(C(C)C)C(C)C)F)OCOC)(C)C